(4-methoxybenzyl)-terephthalamide COC1=CC=C(CC2=C(C(=O)N)C=CC(=C2)C(=O)N)C=C1